5-((((1R,3R)-3-(hydroxymethyl)cyclobutyl)methyl)amino)-4-(trifluoromethyl)-2-((2-(trimethylsilyl)ethoxy)methyl)pyridazin-3(2H)-one OCC1CC(C1)CNC1=C(C(N(N=C1)COCC[Si](C)(C)C)=O)C(F)(F)F